4-[5-(bromomethyl)-5,6-dihydro-1,4,2-dioxazin-3-yl]-2,2-dimethyl-piperidine-1-carboxylic acid tert-butyl ester C(C)(C)(C)OC(=O)N1C(CC(CC1)C1=NOCC(O1)CBr)(C)C